C(C)OC(=O)C=1C=C(NC1C1=CC=CC=C1)C1=CC(=C(C=C1)F)F (3,4-difluorophenyl)-5-phenylAzole-4-carboxylic acid ethyl ester